S(=O)(=O)(O)OC1=C(C(=CC(=C1)C1=CC(=C2C=NC(=NC2=C1)N)F)OS(=O)(=O)O)C(C)C 5-(2-amino-5-fluoroquinazolin-7-yl)-2-isopropyl-1,3-phenylene bis(hydrogen sulfate)